IC1=NN(C=2N=CC=C(C21)C(=O)N)C2=CC=C(C=C2)OC(F)(F)F 3-iodo-1-(4-(trifluoromethoxy)phenyl)-1H-pyrazolo[3,4-b]pyridine-4-carboxamide